S(=O)(=O)=O Sulfur (VI) oxide